allyl-dimethyl-(4-methoxyphenyl)silane C(C=C)[Si](C1=CC=C(C=C1)OC)(C)C